4-epoxy-5-methylcyclohexylmethyl-3,4-epoxy-5-methylcyclohexane formate C(=O)O.CC1(C2(C(CCC1)O2)CC21C(CCCC2)O1)C